N-((7-chloroquinoxalin-6-yl)methyl)-5-methyl-4-(piperazin-1-yl)pyridin-3-amine ClC1=C(C=C2N=CC=NC2=C1)CNC=1C=NC=C(C1N1CCNCC1)C